(S)-2-(4-(2-((1-(4-acetylpiperazin-1-yl)cyclopropyl)methoxy)-7-(8-chloronaphthalen-1-yl)-5,6,7,8-tetrahydropyrido[3,4-d]pyrimidin-4-yl)-1-acryloylpiperazin-2-yl)acetonitrile C(C)(=O)N1CCN(CC1)C1(CC1)COC=1N=C(C2=C(N1)CN(CC2)C2=CC=CC1=CC=CC(=C21)Cl)N2C[C@@H](N(CC2)C(C=C)=O)CC#N